C(C)(C)N1C=NC=C1COC1=CC=C(C=C1)C=1N=CN(C1)C(=O)NCC1CN(CC1)C1=CC=CC=C1 4-(4-((1-isopropyl-1H-imidazol-5-yl)methoxy)phenyl)-N-((1-phenylpyrrolidin-3-yl)methyl)-1H-imidazole-1-carboxamide